3-(4-((2-((4-((2-iodoethoxy)methyl)benzyl)oxy)ethyl)thio)-1-oxoisoindolin-2-yl)piperidine-2,6-dione ICCOCC1=CC=C(COCCSC2=C3CN(C(C3=CC=C2)=O)C2C(NC(CC2)=O)=O)C=C1